[5-methyl-6-(1-methylcyclopropyl)pyrrolo[2,3-b]pyrazin-3-yl]methanol CN1C(=CC=2C1=NC(=CN2)CO)C2(CC2)C